6-(2-Fluorobenzyl)-2,8-dimethyl-6,8-dihydro-7H-thieno[3',2':4,5]pyrrolo[2,3-d]pyridazin-7-one FC1=C(CN2N=CC3=C(C2=O)N(C2=C3C=C(S2)C)C)C=CC=C1